4-(3-bromoimidazo[1,2-b]pyridazin-6-yl)benzoic acid BrC1=CN=C2N1N=C(C=C2)C2=CC=C(C(=O)O)C=C2